tert-Butyl (7-fluoro-4-methoxy-1H-indole-2-carbonyl)-L-leucinate FC=1C=CC(=C2C=C(NC12)C(=O)N[C@@H](CC(C)C)C(=O)OC(C)(C)C)OC